N-[N2-[N2-[N-(1-L-leucyl-L-prolyl)-L-phenylalanyl]-L-asparaginyl]-L-glutaminyl]-L-Leucine N[C@@H](CC(C)C)C(=O)N1[C@@H](CCC1)C(=O)N[C@@H](CC1=CC=CC=C1)C(=O)N[C@@H](CC(N)=O)C(=O)N[C@@H](CCC(N)=O)C(=O)N[C@@H](CC(C)C)C(=O)O